C(N)(=O)NN=C1[C@@](C2=CC=C3[C@]4(CC[C@]5(CC[C@](C[C@H]5[C@@]4(CC[C@]3(C2=CC1=O)C)C)(C(=O)O)C)C)C)(C)OC (2R,4aS,6aS,9S,12bR,14aS,14bR)-10-(2-carbamoylhydrazono)-9-methoxy-2,4a,6a,9,12b,14a-hexamethyl-11-oxo-1,2,3,4,4a,5,6,6a,9,10,11,12b,13,14,14a,14b-hexadecahydropicene-2-carboxylic acid